C(C)(C)(C)OC(=O)N(C1CCN(CC1)C1=CC=C(C=2C1=NN(N2)C)C(=O)OC)CC methyl 7-(4-[(tert-butoxycarbonyl)(ethyl)amino]piperidin-1-yl)-2-methyl-1,2,3-benzotriazole-4-carboxylate